Tert-butyl (Z)-(4-(4-bromo-6-cyano-1H-benzo[d][1,2,3]triazol-1-yl)-3-fluorobut-2-en-1-yl)carbamate BrC1=CC(=CC=2N(N=NC21)C/C(=C/CNC(OC(C)(C)C)=O)/F)C#N